N-(3-(4-iodophenyl)isoxazol-5-yl)-6-(methoxymethoxy)nicotinamide IC1=CC=C(C=C1)C1=NOC(=C1)NC(C1=CN=C(C=C1)OCOC)=O